C(CCCCCCC)C1C(=O)OC(C1)=O Octylsuccinic anhydride